2-(furan-2-yl)-N5-(4-(2-(pyrrolidin-1-yl)ethoxy)phenethyl)-[1,2,4]triazolo[1,5-a][1,3,5]-triazine-5,7-diamine O1C(=CC=C1)C1=NN2C(N=C(N=C2N)NCCC2=CC=C(C=C2)OCCN2CCCC2)=N1